BrCC=1C=C(OCC2=CC(=CC(=C2)OCC#C)COC2=CC(=CC(=C2)CBr)CBr)C=C(C1)CBr 1,3-Bis[[3,5-bis(bromomethyl)phenoxy]methyl]-5-prop-2-ynyloxybenzene